tert-Butyl 4-(2-(2-(4-chlorophenyl)cyclohex-2-enyl)-2,7-diazaspiro[3.5]nonan-7-yl)benzoate ClC1=CC=C(C=C1)C=1C(CCCC1)N1CC2(C1)CCN(CC2)C2=CC=C(C(=O)OC(C)(C)C)C=C2